C(N)(O[C@H](C)[C@]1(CN(CC1)C(C)(C)C=1C=NC(=CC1)C)CCC=1SC(=CC1)F)=O |o1:5| (R)-1-((R or S)-3-(2-(5-fluorothiophen-2-yl)ethyl)-1-(2-(6-methylpyridin-3-yl)propan-2-yl)pyrrolidin-3-yl)ethyl carbamate